1-(2-chloro-5-(4-((1-(2,5-dimethoxy-4-(1,4,5-trimethyl-6-oxo-1,6-dihydropyridin-3-yl)benzyl)piperidin-4-yl)oxy)piperidine-1-carbonyl)phenyl)dihydropyrimidine-2,4(1H,3H)-dione ClC1=C(C=C(C=C1)C(=O)N1CCC(CC1)OC1CCN(CC1)CC1=C(C=C(C(=C1)OC)C1=CN(C(C(=C1C)C)=O)C)OC)N1C(NC(CC1)=O)=O